4-amino-2-(hydroxy-methyl)phenol NC1=CC(=C(C=C1)O)CO